O1C(CCCC1)O[C@@H](C)C=1N(C=CN1)CC1=NOC(=C1)C1=CC=C(C=C1)C#CC1=CC=C(CN2CCS(CC2)(=O)=O)C=C1 4-(4-((4-(3-((2-((1S)-1-((tetrahydro-2H-pyran-2-yl)oxy)ethyl)-1H-imidazole-1-yl)methyl)isoxazol-5-yl)phenyl)ethynyl)benzyl)thiomorpholine 1,1-dioxide